ClC=1C=NC(=CC1[C@@H]1[C@H](C1)CC(F)F)Cl 3,6-dichloro-4-((1S,2R)-2-(2,2-difluoroethyl)cyclopropyl)pyridine